NC1=NC=C(C2=C1C=NN2)NC(C(=O)N2C(CCCC2)C2CCCC2)=O N-(4-amino-1H-pyrazolo[4,3-c]pyridin-7-yl)-2-(2-cyclopentylpiperidin-1-yl)-2-oxoacetamide